E-Dipentaerythritol pentaacrylate C(C=C)(=O)OCC(COC(C=C)=O)(COCC(COC(C=C)=O)(COC(C=C)=O)COC(C=C)=O)CO